(R)-N-(3-bromophenylmethyl)-2-methylpropane-2-sulfinamide BrC=1C=C(C=CC1)CN[S@](=O)C(C)(C)C